FC=1C(=NC=C(C1)F)CCNC=1C2=C(N=C(N1)OCC1(CC1)CN(C)C)CN(CC2)C2=CC=CC1=CC=CC(=C21)CC N-(2-(3,5-difluoropyridin-2-yl)ethyl)-2-((1-((dimethylamino)methyl)cyclopropyl)methoxy)-7-(8-ethylnaphthalen-1-yl)-5,6,7,8-tetrahydropyrido[3,4-d]pyrimidin-4-amine